C(CC#C)OC1=NC=C(C(=N1)C(C)=O)F 1-(2-but-3-ynyloxy-5-fluoro-pyrimidin-4-yl)ethanone